FC(CCCCCCCNC1=CC=C(C(=O)O)C=C1)(F)F 4-(8,8,8-trifluorooctylamino)benzoic acid